N-[4-(3-ethynylphenyl)amino-3-cyano-7-ethoxyquinolin-6-yl]acetamide C(#C)C=1C=C(C=CC1)NC1=C(C=NC2=CC(=C(C=C12)NC(C)=O)OCC)C#N